ClC1=CC(NC=C1)=O 4-chloropyridin-2(1H)-one